azetidinyl-Pyrrolidin N1(CCC1)N1CCCC1